1-(diphenylmethyl)-3-(2-methoxyethoxy)azetidine C1(=CC=CC=C1)C(N1CC(C1)OCCOC)C1=CC=CC=C1